4-hydroxypyrazolo[1,5-a]pyrazine-6-carboxylic acid OC=1C=2N(C=C(N1)C(=O)O)N=CC2